ClC1=C(C=C(C=C1)F)[C@@H]([C@H](C)C=1N(C(C(=C(N1)C(=O)NC=1C=NOC1)O)=O)C)C=1C=NN(C1)CC 2-((1s,2s)-1-(2-chloro-5-fluorophenyl)-1-(1-ethyl-1H-pyrazol-4-yl)propan-2-yl)-5-hydroxy-N-(isoxazol-4-yl)-1-methyl-6-oxo-1,6-dihydropyrimidine-4-carboxamide